C1(CCCCC1)NC1=NC(=NC2=CC=C(C=C12)C)NC1=CC(=C(C=C1)F)F N4-cyclohexyl-N2-(3,4-difluorophenyl)-6-methylquinazoline-2,4-diamine